S1C(=NC=C1)NC(=O)C1(C(C1)C1CCCCC1)C=1C=NC(=CC1)S(=O)(=O)C (±)-(E)-2-cyclohexyl-1-(6-methanesulfonyl-pyridin-3-yl)-cyclopropanecarboxylic acid thiazol-2-ylamide